(2S,3R,4S,5R)-tetrahydro-2H-pyran-2,3,4,5-tetrayl tetrakis(7-hydroxy-2,2-diphenylbenzo[d][1,3]dioxole-5-carboxylate) OC1=CC(=CC2=C1OC(O2)(C2=CC=CC=C2)C2=CC=CC=C2)C(=O)O[C@@H]2OC[C@H]([C@@H]([C@H]2OC(=O)C2=CC1=C(OC(O1)(C1=CC=CC=C1)C1=CC=CC=C1)C(=C2)O)OC(=O)C2=CC1=C(OC(O1)(C1=CC=CC=C1)C1=CC=CC=C1)C(=C2)O)OC(=O)C2=CC1=C(OC(O1)(C1=CC=CC=C1)C1=CC=CC=C1)C(=C2)O